5-amino-1-{(1S)-1-[5-chloro-2-ethoxy-4-fluoro-3-(5-oxopyrrolidin-3-yl)phenyl]ethyl}-3-methyl-1H-pyrazole-4-carbonitrile NC1=C(C(=NN1[C@@H](C)C1=C(C(=C(C(=C1)Cl)F)C1CNC(C1)=O)OCC)C)C#N